3-(1-{2-[(tert-butyldimethylsilyl)oxy]ethyl}-1H-pyrrol-3-yl)-1-(oxan-2-yl)-1H-indazol-5-ol [Si](C)(C)(C(C)(C)C)OCCN1C=C(C=C1)C1=NN(C2=CC=C(C=C12)O)C1OCCCC1